tributyl-(2,3-dihydrothieno[3,4-B]-[1,4]dioxin-5-yl)stannane C(CCC)[Sn](C=1SC=C2OCCOC21)(CCCC)CCCC